butane-1,2,3-triol C(C(C(C)O)O)O